BrC=1C=C(C=C(C1)Br)NC(=O)C1=NC2=C(N1)C=CC(=C2)OC N-(3,5-dibromophenyl)-5-methoxy-1H-benzimidazole-2-carboxamide